NC1=NC=CC(=N1)C1=CC(=C(CNC(=O)N2CC(C2)OC(C)C)C=C1)C N-(4-(2-aminopyrimidin-4-yl)-2-methylbenzyl)-3-isopropoxyazetidine-1-carboxamide